NC1CCN(CC1)C1=C(N=NC=C1C1=CC(=CC(=C1)C)F)C1=NC2=C(N1)C=CC(=C2)C#N 2-[4-(4-aminopiperidin-1-yl)-5-(3-fluoro-5-methylphenyl)pyridazin-3-yl]-1H-1,3-benzodiazole-5-carbonitrile